benzyl (2-(2-chloro-6-(2-hydroxy-1-(1'-methyl-1'H-[1,3'-bipyrazole]-5'-carboxamido)propan-2-yl)pyridin-4-yl)propan-2-yl)carbamate ClC1=NC(=CC(=C1)C(C)(C)NC(OCC1=CC=CC=C1)=O)C(CNC(=O)C1=CC(=NN1C)N1N=CC=C1)(C)O